C/C(=C/C=O)/CC\C=C(\CCC=C(C)C)/C (Z,E)-3,7,11-Trimethyl-2,6,10-dodecatrienal